(3R)-3-[(2-methoxy-3-{[2-(pyrrolidin-1-yl)ethoxy]methyl}-6H,7H,8H-cyclopenta[b]1,5-naphthyridin-9-yl)amino]butanenitrile COC=1N=C2C(=C3C(=NC2=CC1COCCN1CCCC1)CCC3)N[C@@H](CC#N)C